C(CCC)C1=CC(C2=CC=CC=C12)[Si](C)(C)C1C(=CC2=C(C=CC=C12)C1=CC=C(C=C1)C(C)(C)C)C(C)C (3-butyl-1H-inden-1-yl)(4-(4-(tert-butyl)phenyl)-2-isopropyl-1H-inden-1-yl)dimethylsilane